N-((1S,2R)-2-aminocyclohexyl)-4-(7H-pyrrolo[2,3-d]pyrimidin-4-yl)-3,4-dihydro-2H-1,4-thiazine-6-carboxamide hydrochloride Cl.N[C@H]1[C@H](CCCC1)NC(=O)C1=CN(CCS1)C=1C2=C(N=CN1)NC=C2